3-(5-((4-(3-chloro-5-(trifluoromethyl)pyridin-2-yl)piperazin-1-yl)methyl)-1-oxoisoindolin-2-yl)piperidine-2,6-dione ClC=1C(=NC=C(C1)C(F)(F)F)N1CCN(CC1)CC=1C=C2CN(C(C2=CC1)=O)C1C(NC(CC1)=O)=O